FC(C(F)(F)F)(C/1=NOC(\C1=C/C=1SC(=CC1)N1CCCCC1)=O)F (Z)-3-(perfluoroethyl)-4-((5-(piperidin-1-yl)thiophen-2-yl)methylene)isoxazol-5(4H)-one